C(C)OC1C2C=CC(C1)C2 5-ethoxybicyclo[2.2.1]Hept-2-ene